FCOC1=CC=C(C=C1)C=CC(=O)C1=CC=C(C=C1)O 3-[4-(fluoromethoxy)phenyl]-1-(4-hydroxyphenyl)prop-2-en-1-one